O=C1SCCC1 2-ketothiolane